C(C1=CC=CC=C1)N1CCC(CC1)CCNC(=O)C1=CC=C(S1)C1=C(OC2CCN(CC2)C(=O)[O-])C=CC=C1 4-(2-(5-((2-(1-Benzylpiperidin-4-yl)ethyl)carbamoyl)thiophen-2-yl)phenoxy)piperidine-1-carboxylate